2-(5-(hydroxymethyl)-3-iodo-1H-pyrazol-1-yl)ethan-1-ol OCC1=CC(=NN1CCO)I